tert-butyl N-[2-[2-[2-[4-[5-(methylsulfamoyl)-2-[[4-(trifluoromethyl)phenyl]methylamino]phenyl]imidazol-1-yl]ethoxy]ethoxy]ethyl]carbamate CNS(=O)(=O)C=1C=CC(=C(C1)C=1N=CN(C1)CCOCCOCCNC(OC(C)(C)C)=O)NCC1=CC=C(C=C1)C(F)(F)F